ClCC1=C(C(=O)OC)C=CC(=C1)OC1=CC=CC=C1 methyl 2-(chloromethyl)-4-phenoxybenzoate